α-benzoyl-DL-arginine-4-nitroanilide [N+](=O)([O-])C1=CC=C(NC([C@@](N)(CCCNC(N)=N)C(C2=CC=CC=C2)=O)=O)C=C1 |r|